OC(C)(C)C=1C(N(C=CC1)C=1C=CC(=C(C1)N1C(C=CC=C1C)=O)C)=O 1-{5-[3-(2-hydroxy-prop-2-yl)-2-oxopyridin-1-yl]-2-methylphenyl}-6-methylpyridin-2-one